C(C)OC(=O)C1=CN=C(O1)C=1C=NC(=CC1)C(F)(F)F 2-(6-(trifluoromethyl)pyridin-3-yl)oxazole-5-carboxylic acid ethyl ester